[7-[4-fluoro-2-(2-methoxyethoxy) phenyl]-6-(5-prop-2-enoyl-6,7-dihydro-4H-pyrazolo[1,5-a]pyrazin-2-yl) thieno[3,2-c]pyridin-4-yl] trifluoromethanesulfonate FC(S(=O)(=O)OC1=NC(=C(C2=C1C=CS2)C2=C(C=C(C=C2)F)OCCOC)C2=NN1C(CN(CC1)C(C=C)=O)=C2)(F)F